4-{3-[bis(2-hydroxyethyl)amino]propoxy}-1-chloro-9H-thioxanthen-9-one OCCN(CCCOC1=CC=C(C=2C(C3=CC=CC=C3SC12)=O)Cl)CCO